O=C1NC(CCC1NC1=C(C=C(C=C1)N1CCN(CC1)CCC1CCN(CC1)NC(OC(C)(C)C)=O)C)=O tert-butyl (4-(2-(4-(4-((2,6-dioxopiperidin-3-yl)amino)-3-methylphenyl)piperazin-1-yl)ethyl)piperidin-1-yl)carbamate